N-(5-(1-(cyclopropylmethyl)piperidin-4-yl)-4'-methyl-2',3',4',5'-tetrahydro-[1,1'-biphenyl]-2-yl)-5-methylisoxazole-3-carboxamide C1(CC1)CN1CCC(CC1)C=1C=CC(=C(C1)C=1CCC(CC1)C)NC(=O)C1=NOC(=C1)C